2-((3-fluoropyridin-2-yl)methyl)-8-(imidazo[1,2-a]pyridin-6-yl)-7-(1H-1,2,3-triazol-1-yl)-[1,2,4]triazolo[1,5-c]pyrimidin-5-amine FC=1C(=NC=CC1)CC1=NN2C(=NC(=C(C2=N1)C=1C=CC=2N(C1)C=CN2)N2N=NC=C2)N